N1C=NC(=C1)C(C1=CC=CC=C1)NC1=C(C=CC=C1)OC ((1H-Imidazol-4-yl)(phenyl)methyl)-2-methoxyaniline